N=1C=C(N2N=CC=CC21)CNC=2C=C(C(=O)N)C=CC2C 3-{[(imidazo[1,2-b]pyridazin-3-yl)methyl]amino}-4-methylbenzamide